ClCCNC=1OC2=C(C=NC=C2N2C[C@@H](OCC2)C(=O)N2[C@H](C3=C(C=C(C=C3CC2)Cl)Cl)C)N1 ((R)-4-(2-((2-chloroethyl)amino)oxazolo[4,5-c]pyridin-7-yl)morpholin-2-yl)((S)-6,8-dichloro-1-methyl-3,4-dihydroisoquinolin-2(1H)-yl)methanone